3-(5-((4-(1-(4-(5,7-dimethoxy-4-oxo-3,4-dihydroquinazolin-2-yl)phenyl)piperidine-4-yl)piperazin-1-yl)methyl)-4-fluoro-1-oxoisoindolin-2-yl)piperidine-2,6-dione COC1=C2C(NC(=NC2=CC(=C1)OC)C1=CC=C(C=C1)N1CCC(CC1)N1CCN(CC1)CC=1C(=C2CN(C(C2=CC1)=O)C1C(NC(CC1)=O)=O)F)=O